C(C)OC(/C=C/C1(CC1)NC1CC[C@]12CN(CC2)C(=O)OC(C)(C)C)=O tert-butyl (4S)-3-[[1-[(E)-3-ethoxy-3-oxo-prop-1-enyl]cyclopropyl]amino]-6-azaspiro[3.4]octane-6-carboxylate